C(C(=O)C[C@@H](O)[C@@H](O)[C@H](O)[C@H](O)CO)(=O)O 3-deoxy-D-mannooctulosonic acid